3-((4-nitro-1H-pyrazol-5-yl)oxy)propan-1-ol [N+](=O)([O-])C=1C=NNC1OCCCO